O1COC2=C1C=CC=C2CNCC2=CC(=NC=C2)N2CCSCC2 N-(1,3-benzodioxol-4-ylmethyl)-1-(2-thiomorpholino-4-pyridyl)methanamin